C(CCCCCCC)N(CCCCCCCC)CC(=O)OC1=CC=CC=C1 phenol N,N-dioctylaminoacetate